ethyl 1-(2-chloro-5-fluorophenyl)-4-methyl-8-nitro-3-oxo-1,2,3,4-tetrahydropyrrolo[1,2-a]pyrazine-6-carboxylate ClC1=C(C=C(C=C1)F)C1C=2N(C(C(N1)=O)C)C(=CC2[N+](=O)[O-])C(=O)OCC